FC(C1=CC=C(C=C1)C=1N=C(N2C1C=CC=C2)N2C(CC2)C(=O)O)(F)F 1-(1-(4-(trifluoromethyl)phenyl)imidazo[1,5-a]pyridin-3-yl)azetidine-2-carboxylic acid